tert-Butyl 5-((diphenylmethylene)amino)-3-methyl-3-(((methylsulfonyl)oxy)methyl)piperidine-1-carboxylate C1(=CC=CC=C1)C(C1=CC=CC=C1)=NC1CC(CN(C1)C(=O)OC(C)(C)C)(COS(=O)(=O)C)C